ClC1=C(C=C(C=C1)N1CC2(C=3C1=NC=C(N3)C(=O)N3C(CN(CC3)C3=CC=C(C=N3)CC(=O)OC)(C)C)CCC2)F methyl 2-(6-(4-(5'-(4-chloro-3-fluorophenyl)-5',6'-dihydrospiro[cyclobutane-1,7'-pyrrolo[2,3-b]pyrazine]-2'-carbonyl)-3,3-dimethylpiperazin-1-yl)pyridin-3-yl)acetate